NC(CO)CC1=C(C=C(C(=C1)OC)CCC)OC 2-amino-3-(2,5-dimethoxy-4-propylphenyl)propan-1-ol